(2S,4R)-N-[(1R,2R,4S)-4-cyano-2-hydroxy-cyclopentyl]-1-[(2S)-2-(4-cyclopropyltriazol-1-yl)-3,3-dimethyl-butanoyl]-4-hydroxy-pyrrolidine-2-carboxamide C(#N)[C@@H]1C[C@H]([C@@H](C1)NC(=O)[C@H]1N(C[C@@H](C1)O)C([C@H](C(C)(C)C)N1N=NC(=C1)C1CC1)=O)O